methyl 2-(2-(1-(2,6-bis(benzyloxy)pyridin-3-yl)-3-methyl-2-oxo-2,3-dihydro-1H-benzo[d]imidazol-5-yl)-2,7-diazaspiro[3.5]nonan-7-yl)acetate C(C1=CC=CC=C1)OC1=NC(=CC=C1N1C(N(C2=C1C=CC(=C2)N2CC1(C2)CCN(CC1)CC(=O)OC)C)=O)OCC1=CC=CC=C1